6-methyl-1,2-naphthalenediol CC1=CC2=CC=C(C(=C2C=C1)O)O